O1C(=NCC1)C1=CC(=CC=C1)C=1OCCN1 1,3-bis(2-oxazolinyl)benzene